C(C)N1C2=C(N=C(C1)NC1CCOCC1)C(=CN=C2N)C2=CC(=C(C=C2)N2CCC(CC2)N2CCN(CC2)C)S(=O)(=O)C 4-Ethyl-8-(4-(4-(4-methylpiperazin-1-yl)piperidin-1-yl)-3-(methylsulfonyl)phenyl)-N2-(tetrahydro-2H-pyran-4-yl)pyrido[3,4-b]pyrazine-2,5-diamine